[I-].C(C)N1C=[N+](C=C1)CC 1,3-diethylimidaZolium iodide